C(C)C(COC([C@@H](NP(=O)(OC1=C(C(=C(C(=C1F)F)F)F)F)OC1=CC=C(C=C1)C#N)C)=O)CC ((4-cyanophenoxy)(perfluorophenoxy)phosphoryl)-L-alanine 2-ethylbutyl ester